C1(CCCCC1)C1=CN=C(S1)N1CC[C@H]2CCN(C[C@H]2C1)C#N (4aR,8aS)-7-(5-cyclohexylthiazol-2-yl)octahydro-2,7-naphthyridine-2(1H)-carbonitrile